6-(5-cyanopyrazolo[3,4-b]pyridin-1-yl)-4-(cyclopentylamino)pyridine-3-carboxylic acid C(#N)C=1C=C2C(=NC1)N(N=C2)C2=CC(=C(C=N2)C(=O)O)NC2CCCC2